7-methyl-1H-indazole CC=1C=CC=C2C=NNC12